FC=1C=C2CCC(NC2=CC1NC(=O)N[C@@H](C)C=1N(N=CN1)C1=NC=CC=N1)=O 1-(6-fluoro-2-oxo-3,4-dihydro-1H-quinolin-7-yl)-3-[(1S)-1-(2-pyrimidin-2-yl-1,2,4-triazol-3-yl)ethyl]urea